ClC1=CC(=C2C=C3N(C2=C1Cl)CCCC3NC(C)=O)O N-(3,4-Dichloro-1-hydroxy-6,7,8,9-tetrahydropyrido[1,2-a]indol-9-yl)acetamide